1-(3,4-dichlorophenyl)-2-(3-((1-(4-fluorobenzyl)-1H-1,2,3-triazol-4-yl)methyl)-2-imino-2,3-dihydro-1H-benzo[d]imidazol-1-yl)ethan-1-ol ClC=1C=C(C=CC1Cl)C(CN1C(N(C2=C1C=CC=C2)CC=2N=NN(C2)CC2=CC=C(C=C2)F)=N)O